(E)-3-bromo-5-((1-hydroxy-2-methylprop-ylimino)methyl)phenol BrC=1C=C(C=C(C1)/C=N/C(C(C)C)O)O